CN1N=C(C=C1C=1C=C(C=NC1)C[C@@H]1CC[C@H](CC1)C(=O)OC)C methyl trans-4-[[5-(2,5-dimethylpyrazol-3-yl)-3-pyridyl]methyl]cyclohexanecarboxylate